β-Glucosyl-Sulfanilamide [C@@H]1([C@H](O)[C@@H](O)[C@H](O)[C@H](O1)CO)C1=C(S(=O)(=O)N)C=CC(=C1)N